(E)-3-(4-hydroxy-3-methoxyphenyl)-N-((1-(2-methoxybenzyl)-1H-1,2,3-triazol-4-yl)methyl)acrylamide OC1=C(C=C(C=C1)/C=C/C(=O)NCC=1N=NN(C1)CC1=C(C=CC=C1)OC)OC